COC(=O)C=1C(=CN(C(C1)=O)C1CC(C1)O)C(=O)OC(C)(C)C 1-((1r,3r)-3-hydroxycyclobutyl)-6-oxo-1,6-dihydropyridine-3,4-dicarboxylic acid 3-(tert-butyl) ester 4-methyl ester